CC=1N(C2=CC(=CC=C2C1CN1CCCC1)C=O)C Dimethyl-3-(pyrrolidin-1-ylmethyl)-1H-indole-6-carbaldehyde